C(C)(C)(C)OC(=O)NC1=C(N=C(S1)C=1CCOCC1)C(=O)OC methyl 5-((tert-butoxycarbonyl)amino)-2-(3,6-dihydro-2H-pyran-4-yl)thiazole-4-carboxylate